C(C1=CC=CC=C1)OC(=O)N1CC(C(C1)O)NC(C1=C(C(=CC=C1)Br)C)=O 3-(3-bromo-2-methylbenzamido)-4-hydroxypyrrolidine-1-carboxylic acid benzyl ester